NC=1SN=C2N(C(N(C(C21)=O)C2CCC1(CC3(NC(N(C3=O)C)=O)C1)CC2)=O)CCCC 3-amino-7-butyl-5-(2-methyl-1,3-dioxo-2,4-diazadispiro[4.1.57.15]tridecan-10-yl)isothiazolo[3,4-d]pyrimidine-4,6-dione